C1(CC1)C=1C=C(C=CC1)C1=NC(=NC=C1F)N[C@@H]1CC[C@H](CC1)C(=O)OC(C)(C)C trans-tert-butyl (1r,4r)-4-((4-(3-cyclopropylphenyl)-5-fluoropyrimidin-2-yl)amino)cyclohexane-1-carboxylate